4-[3-hydroxy-1-[(1-oxidopyridin-1-ium-4-yl)methyl]-2-oxo-indolin-3-yl]benzenesulfonamide OC1(C(N(C2=CC=CC=C12)CC1=CC=[N+](C=C1)[O-])=O)C1=CC=C(C=C1)S(=O)(=O)N